BrC1=CC(=CC=2C=3N(C(=NC12)N1CCC(CC1)(F)F)C=C(N3)C)C 7-bromo-5-(4,4-difluoropiperidin-1-yl)-2,9-dimethylimidazo[1,2-c]quinazoline